tert-butyl 2-(1-benzyl-4-methoxypiperidin-4-yl)acetate C(C1=CC=CC=C1)N1CCC(CC1)(OC)CC(=O)OC(C)(C)C